C(CCC)C1=NC=2C(=C3C(=NC2NC(C)(C)C)C=C(S3)C3CCNCC3)N1CC1CCN(CC1)C(=O)OC(C)(C)C tert-butyl 4-[(2-butyl-7-(hexahydropyridin-4-yl)-4-(tert-butylamino) thieno[3,2-b]imidazo[4,5-d]pyridin-1-yl)methyl]hexahydropyridine-1-carboxylate